S(=O)(=O)(OC1COC(OC1)C(CC)CCCCCCCCC)O 2-(dodecan-3-yl)-1,3-dioxan-5-yl hydrogen sulfate